2-[(1R,4R,5R)-5-[5-cyclopropyl-3-(2,6-dichlorophenyl)-1,2-oxazole-4-carbonyloxy]-2-azabicyclo[2.2.1]heptan-2-yl]-4-fluoro-1,3-benzothiazole-6-carboxylic acid C1(CC1)C1=C(C(=NO1)C1=C(C=CC=C1Cl)Cl)C(=O)O[C@H]1[C@H]2CN([C@@H](C1)C2)C=2SC1=C(N2)C(=CC(=C1)C(=O)O)F